C1=CC=CC=2N=C(C3=C(CC21)C=CC=C3)N3CCN(CC3)CC(C(=O)OC)(C)C methyl 3-(4-(11H-dibenzo[b,e]azepin-6-yl) piperazin-1-yl)-2,2-dimethylpropionate